C1(CC1)N1N=CC(=C1)C=1C(=CC=2N(C1)C(=CN2)C2=CC=CC(=N2)N[C@H]2CNC[C@@H]2F)OC 6-(6-(1-cyclopropyl-1H-pyrazol-4-yl)-7-methoxy-imidazo[1,2-a]pyridin-3-yl)-N-((3S,4S)-4-fluoropyrrolidin-3-yl)-pyridin-2-amine